C(C)(C)(C)OC(=O)N1C(CCCC1)C1=CC(=CC=C1)[N+](=O)[O-].NC=1C=C(C=CC1)C1N(CCCC1)C(=O)OC(C)(C)C tert-Butyl 2-(3-aminophenyl)piperidine-1-carboxylate tert-Butyl-2-(3-nitrophenyl)piperidine-1-carboxylate